Cl.COC1=C2CCCC(C2=C(C=C1)OC)CN (5,8-dimethoxy-1,2,3,4-tetrahydronaphthalen-1-yl)methanamine hydrochloride